6-methyl-5-(1H-pyrazol-1-yl)quinoline-2-carbonitrile CC=1C(=C2C=CC(=NC2=CC1)C#N)N1N=CC=C1